hydroxyl-Bocsulfamic acid ON(S(O)(=O)=O)C(=O)OC(C)(C)C